(2S,4R)-1-((S)-2-amino-3,3-dimethylbutanoyl)-N-((S)-1-(4-ethynylphenyl)ethyl)-4-hydroxypyrrolidine-2-carboxamide N[C@H](C(=O)N1[C@@H](C[C@H](C1)O)C(=O)N[C@@H](C)C1=CC=C(C=C1)C#C)C(C)(C)C